NC([C@H](C[C@H]1C(NCCC1)=O)NC([C@H](CC1CC1)NC(=O)C=1NC2=C(C=CC=C2C1)Cl)=O)=O N-[(1S)-2-[[(1S)-2-amino-2-oxo-1-[[(3S)-2-oxo-3-piperidyl]methyl]ethyl]amino]-1-(cyclopropylmethyl)-2-oxo-ethyl]-7-chloro-1H-indole-2-carboxamide